C(CC\C=C/C\C=C/C\C=C/C\C=C/C\C=C/CC)OC(C(=O)O)CC 2-(((4Z,7Z,10Z,13Z,16Z)-nonadeca-4,7,10,13,16-pentaen-1-yl)oxy)butanoic acid